N-(4-(4-amino-7-methyl-7H-pyrrolo[2,3-d]pyrimidin-5-yl)-3-methylphenyl)-2-hydroxy-2-(o-tolyl)acetamide NC=1C2=C(N=CN1)N(C=C2C2=C(C=C(C=C2)NC(C(C2=C(C=CC=C2)C)O)=O)C)C